CN1N=C(C=C1NC(=O)C1=CC=C2C=C(C=NC2=C1)C=1SC=CN1)C1=C(C=CC=C1)C N-(1-methyl-3-(o-tolyl)-1H-pyrazol-5-yl)-3-(thiazol-2-yl)quinoline-7-carboxamide